5-(1-(2-chlorophenyl)ethyl)-6-fluoro-3-(((3-fluoropyridin-2-yl)methyl)amino)-4H-benzo[e][1,2,4]thiadiazine 1,1-dioxide ClC1=C(C=CC=C1)C(C)C1=C(C=CC2=C1NC(=NS2(=O)=O)NCC2=NC=CC=C2F)F